Methyl ((2-(aminomethyl)benzyl)sulfonyl)-L-alaninate NCC1=C(CS(=O)(=O)N[C@@H](C)C(=O)OC)C=CC=C1